N-(3-(2,6-dioxopiperidin-3-yl)-1-methyl-1H-indazol-7-yl)-8-morpholinooctanoamide O=C1NC(CCC1C1=NN(C2=C(C=CC=C12)NC(CCCCCCCN1CCOCC1)=O)C)=O